1-(3,5-bis(trifluoromethyl)phenyl)-3-phenylthiourea FC(C=1C=C(C=C(C1)C(F)(F)F)NC(=S)NC1=CC=CC=C1)(F)F